N1(CCCC2CNCCC12)C1=CC=C(N=N1)C1=C(C=C(C=C1)C=1C=NNC1)O 2-(6-(octahydro-1,6-naphthyridin-1(2H)-yl)pyridazin-3-yl)-5-(1H-pyrazol-4-yl)-phenol